S1C(NCCC1)=S 3,4,5,6-tetrahydro-1,3-thiazine-2-thione